CC1=C(C=CC(=C1)C)NC(=O)C=1SC(N2C1NC(C1=CC=CC=C21)=O)=S N-(2,4-Dimethylphenyl)-5-oxo-1-thioxo-4,5-dihydro[1,3]thiazolo[3,4-a]quinazoline-3-carboxamide